2-(5-(((1s,2s,3r,5s)-2-fluoro-1-methyl-8-azabicyclo[3.2.1]oct-6-en-3-yl)thio)pyrazin-2-yl)-5-(2-methoxypyridin-4-yl)phenol F[C@H]1[C@@]2(C=C[C@H](C[C@H]1SC=1N=CC(=NC1)C1=C(C=C(C=C1)C1=CC(=NC=C1)OC)O)N2)C